ClC1=C(C(=CC=C1)F)CCN(CCCC1=CC=C(OC(C(=O)O)(C)C)C=C1)C(NC1=C(C(=CC=C1)Cl)Cl)=O 2-[4-[3-[2-(2-Chloro-6-fluorophenyl)ethyl-[(2,3-dichlorophenyl)carbamoyl]amino]propyl]phenoxy]-2-methylpropanoic acid